methyl-1,3,5-tris(1'-iodoethyl)benzene 2-iodo-2-(4'-(2''-iodopropionyloxy)phenyl)acetate IC(C(=O)O)C1=CC=C(C=C1)OC(C(C)I)=O.CC1=C(C=C(C=C1C(C)I)C(C)I)C(C)I